(2-((2-((4-(2-aminopropan-2-yl)-2-methoxyphenyl)amino)-5-chloropyrimidin-4-yl)amino)phenyl)dimethylphosphine oxide NC(C)(C)C1=CC(=C(C=C1)NC1=NC=C(C(=N1)NC1=C(C=CC=C1)P(C)(C)=O)Cl)OC